(3S,4R)-3-fluoro-3-methyl-1-(4-((8-(methylamino)-5-(prop-1-en-2-yl)-2,7-naphthyridin-3-yl)amino)pyrimidin-2-yl)piperidin-4-ol F[C@]1(CN(CC[C@H]1O)C1=NC=CC(=N1)NC=1N=CC2=C(N=CC(=C2C1)C(=C)C)NC)C